COC1=CC=C(C=C1)C1=NNC2=NC=C(C=C21)C2=CC=C(C=C2)NC(C)=O N-(4-(3-(4-methoxyphenyl)-1H-pyrazolo[3,4-b]pyridin-5-yl)phenyl)acetamide